BrC=1C=C(SC1)C(=O)NC1=CC(=CC(=C1)NS(=O)(=O)C)F 4-bromo-N-(3-fluoro-5-methanesulfonamidophenyl)thiophene-2-carboxamide